tert-butyl (3-(((4-(5-(1,1-difluoroethyl)-1,2,4-oxadiazol-3-yl)bicyclo[2.2.2]octan-1-yl)methyl)amino)phenyl)carbamate FC(C)(F)C1=NC(=NO1)C12CCC(CC1)(CC2)CNC=2C=C(C=CC2)NC(OC(C)(C)C)=O